6-bromo-7-fluoro-11-[[(2-methoxy-4-pyridinyl)methyl-[(3S)-1-(6-nitro-3-pyridinyl)-3-piperidinyl]amino]methyl]-2-methyl-4-oxa-1-azatricyclo[7.3.1.05,13]tridecane-5(13),6,8-trien-10-one BrC=1C=2OCC(N3CC(C(C(=CC1F)C32)=O)CN([C@@H]3CN(CCC3)C=3C=NC(=CC3)[N+](=O)[O-])CC3=CC(=NC=C3)OC)C